ClC1=NC=C2C=CN=C(C2=C1)C#CC1=CC=C2C(C(N(C2=C1)C(=O)OC(C)(C)C)=O)(C)C tert-butyl 6-((7-chloro-2,6-naphthyridin-1-yl)ethynyl)-3,3-dimethyl-2-oxoindoline-1-carboxylate